2-chloro-6-fluoro-N-(4-methoxybenzo[d]thiazol-2-yl)-4-(piperazin-1-yl)benzamide ClC1=C(C(=O)NC=2SC3=C(N2)C(=CC=C3)OC)C(=CC(=C1)N1CCNCC1)F